NCC1=C(C2=C(N=CO2)C(=C1)C1=CC=C(C=C1)OC(F)(F)F)C1CNC(O1)=O 5-(6-(aminomethyl)-4-(4-(trifluoromethoxy)phenyl)benzo[d]oxazol-7-yl)oxazolidin-2-one